L-selenohomocysteine N[C@@H](CC[SeH])C(=O)O